C(C)(C)(C)[C@@H]1CC=2C=C(C(=NC2C=2N1C=C(C(C2)=O)C(=O)OCC)C(C)C)OCCCOC (S)-ethyl 6-(tert-butyl)-2-isopropyl-3-(3-methoxypropoxy)-10-oxo-6,10-dihydro-5H-pyrido[1,2-h][1,7]naphthyridine-9-carboxylate